[Li].CC1C=CC2=CC(=C(C=C12)C)C (1,5,6-trimethylindene) lithium